FC1(OC2=C(O1)C=CC=C2C=2C=CNC2)F 4-(2,2-difluoro-1,3-benzodioxol-4-yl)-1H-pyrrole